1,3-bis(N,N-diglycidylamino)benzene C(C1CO1)N(CC1CO1)C1=CC(=CC=C1)N(CC1CO1)CC1CO1